C1(=CC=CC=C1)C1CCC(CC1)C(C)OC([C@@H](NC(=O)C1=NC=CC(=C1OC(C)=O)OC)C)=O N-[[3-(acetyloxy)-4-methoxy-2-pyridinyl]carbonyl]-L-alanine 1-(4-phenylcyclohexyl)ethyl ester